1-(2-(1H-1,2,4-triazol-1-yl)ethyl)-1,9-dihydropyrrolo[2,3-b]carbazole N1(N=CN=C1)CCN1C=CC=2C1=CC=1NC3=CC=CC=C3C1C2